lithium aluminum manganese phosphate P(=O)([O-])([O-])[O-].[Mn+2].[Al+3].[Li+].P(=O)([O-])([O-])[O-]